OC1=C(OC2=CC=CC(=C2C1=O)O)C1=CC(=CC(=C1)OC)OC 3,5-dihydroxy-3',5'-dimethoxyflavon